niobium tantalum rubidium lithium [Li].[Rb].[Ta].[Nb]